N-(3-cyano-4-fluorophenyl)-7-(2-((3,3-difluoro-1-(methylcarbamoyl)cyclobutyl)amino)-2-oxoacetyl)-6-methyl-2,3-dihydro-1H-pyrrolizine-5-carboxamide C(#N)C=1C=C(C=CC1F)NC(=O)C=1N2CCCC2=C(C1C)C(C(=O)NC1(CC(C1)(F)F)C(NC)=O)=O